Benzoic acid, 2-hydroxy-3,3,5-trimethylcyclohexyl ester C(C1=CC=CC=C1)(=O)OC1C(C(CC(C1)C)(C)C)O